C1CCC2C1CCC1C3CCC(CC3=CCC21)O 1H,2H,3H,3aH,3bH,4H,6H,7H,8H,9H,9aH,9bH,10H,11H,11aH-cyclopenta[a]phenanthren-7-ol